NC1=CC(=CC(=N1)C(=O)NC1CC2=CC=CC=C2C1)NC1=C(C=CC=C1)Cl 6-amino-4-((2-chlorophenyl)amino)-N-(2,3-dihydro-1H-inden-2-yl)picolinamide